FC(C(=O)O)(F)F.FC(C1=NN=C(S1)C1=NC=C2N1C=C(C=C2N2CC1(COC1)CC2)S(=O)(=O)NC2(CC2)C)F 3-(5-(difluoromethyl)-1,3,4-thiadiazol-2-yl)-N-(1-methylcyclopropyl)-8-(2-oxa-6-azaspiro[3.4]octan-6-yl)imidazo[1,5-a]pyridine-6-sulfonamide 2,2,2-trifluoroacetate